di-n-butyl 2-cyano-2,3-di-sec-butylsuccinate C(#N)C(C(=O)OCCCC)(C(C(=O)OCCCC)C(C)CC)C(C)CC